C(CCC)C1=NC=2C(=C(N=NC2N(CC2=C(C=C(C=C2)OC)OC)CC2=C(C=C(C=C2)OC)OC)OC(C)C)N1CC1=CC(=CC=C1)CNC 2-butyl-N,N-bis(2,4-dimethoxybenzyl)-7-isopropoxy-1-(3-((methylamino)methyl)benzyl)-1H-imidazo[4,5-d]pyridazin-4-amine